[Pd](Cl)Cl.C1(=CC=CC=C1)P([C-]1C=CC=C1)C1=CC=CC=C1.[C-]1(C=CC=C1)P(C1=CC=CC=C1)C1=CC=CC=C1.[Fe+2] 1,1'-bis(Diphenylphosphino)ferrocene palladium dichloride